(R)-7-(3-Bromophenyl)-7H-pyrrolo[1,2-a]imidazol-7-ol BrC=1C=C(C=CC1)[C@@]1(C=CN2C1=NC=C2)O